FC1(CCNCC1)C=1OC2=C(N1)C=CC=C2 2-(4-fluoropiperidin-4-yl)-1,3-benzoxazole